The molecule is an amino oligosaccharide that is a tridecasaccharide derivative in which two pentasaccharide branches, each formed from alpha-D-galactosyl-(1->3)-[alpha-L-fucosyl-(1->2)]-beta-D-galactosyl-(1->4)-N-acetyl-beta-D-glucosaminyl-(1->2)-alpha-D-mannose, are linked (1->3) and (1->6) to the mannose residue of a trisaccharide chain consisting of mannose and two N-acetylglucosamine residues all linked beta(1->4) with a beta-configuration of the anomeric carbon of the N-acetylglucosamine residue at the reducing end. It has a role as an epitope. It is an amino oligosaccharide and a glucosamine oligosaccharide. C[C@H]1[C@H]([C@H]([C@@H]([C@@H](O1)O[C@@H]2[C@H]([C@H]([C@H](O[C@H]2O[C@@H]3[C@H](O[C@H]([C@@H]([C@H]3O)NC(=O)C)O[C@H]4[C@H]([C@@H]([C@H](O[C@@H]4OC[C@@H]5[C@H]([C@@H]([C@@H]([C@@H](O5)O[C@@H]6[C@H](O[C@H]([C@@H]([C@H]6O)NC(=O)C)O[C@@H]7[C@H](O[C@H]([C@@H]([C@H]7O)NC(=O)C)O)CO)CO)O)O[C@@H]8[C@H]([C@H]([C@@H]([C@H](O8)CO)O)O)O[C@H]9[C@@H]([C@H]([C@@H]([C@H](O9)CO)O[C@H]1[C@@H]([C@H]([C@H]([C@H](O1)CO)O)O[C@@H]1[C@@H]([C@H]([C@H]([C@H](O1)CO)O)O)O)O[C@H]1[C@H]([C@@H]([C@@H]([C@@H](O1)C)O)O)O)O)NC(=O)C)O)CO)O)O)CO)CO)O)O[C@@H]1[C@@H]([C@H]([C@H]([C@H](O1)CO)O)O)O)O)O)O